FC1=CC(=C(C=N1)B(O)O)C 6-fluoro-4-methylpyridine-3-boronic acid